(1R,2S,5S)-3-[(2S)-2-[(5-chloropyrazin-2-yl)amino]-3,3-dimethyl-butanoyl]-6,6-dimethyl-3-azabicyclo[3.1.0]hexane-2-carboxylic acid ClC=1N=CC(=NC1)N[C@H](C(=O)N1[C@@H]([C@H]2C([C@H]2C1)(C)C)C(=O)O)C(C)(C)C